tertiary pentyltris(t-butoxy)tin C(C)(C)(CC)[Sn](OC(C)(C)C)(OC(C)(C)C)OC(C)(C)C